2,6-bis(hydroxymethyl)p-cresol OCC1=CC(=CC(=C1O)CO)C